NCC1=NNC(C2=CC=C(C=C12)C=1C=NC=C(C1)SC1=CC=CC=C1)=O 4-(aminomethyl)-6-(5-(phenylthio)pyridin-3-yl)phthalazin-1(2H)-one